C(C)(C)(C)C=1C(=CC(=C(C(=O)OC)C1)O)Cl methyl 5-tert-butyl-4-chloro-2-hydroxy-benzoate